4-AMINOPYRIDIN NC1=CC=NC=C1